SCCCN1C(=O)NC(=O)C1(C)C 1-(3-mercaptopropyl)-5,5-dimethyl-hydantoin